COC(=O)C1=CN(C=C(C1=O)C(=O)OC)CC1=CC=CC=C1 1-benzyl-4-oxo-1,4-dihydropyridine-3,5-dicarboxylic acid dimethyl ester